(3-(trifluoromethyl)phenyl)methane FC(C=1C=C(C=CC1)C)(F)F